1-((2r,5s)-2,5-dimethylpiperazin-1-yl)prop-2-en-1-one tert-butyl-(2R)-2-[(6-chloro-4-methoxy-1H-indole-2-carbonyl)amino]-3-trimethylsilyl-propanoate C(C)(C)(C)OC([C@H](C[Si](C)(C)C)NC(=O)C=1NC2=CC(=CC(=C2C1)OC)Cl)=O.C[C@H]1N(C[C@@H](NC1)C)C(C=C)=O